ClN1N=CC=2C(=C(C=CC12)C)O chloro-5-methyl-1H-indazol-4-ol